2-(benzyloxy)-4,5-dibromo-1-methyl-1H-imidazole C(C1=CC=CC=C1)OC=1N(C(=C(N1)Br)Br)C